NC=1C(=NC(=C(N1)Cl)Cl)C=O 3-amino-5,6-dichloropyrazin-2-carbaldehyde